C1(CCC1)C(C)O 1-Cyclobutylethanol